C(C)(C)(C)C=1C=C(C(=C(C1C)C(C)(C)C)O)C 4,6-di-tert-butyl-2,5-xylenol